CC(C)C=1N=C2N(C=C(N=C2)C2=CC(=CC=C2)C(F)(F)F)C1 2-(prop-2-yl)-6-[3-(trifluoromethyl)phenyl]imidazo[1,2-a]pyrazine